N-(2,2-dimethoxyethyl)-1,3,5-triiodobenzamide COC(CNC(C1(CC(=CC(=C1)I)I)I)=O)OC